COC1=NC2=CC=C(C=C2NC1=O)CN1CCN(CC1)C=1C=CCN(C1)C([2H])([2H])[2H] 5-(4-((2-methoxy-3-oxo-4H-quinoxalin-6-yl)methyl)piperazin-1-yl)-N-(methyl-d3)pyridine